2',6-difluoro-4'-methoxy-[1,1'-biphenyl]-2-carbaldehyde FC1=C(C=CC(=C1)OC)C=1C(=CC=CC1F)C=O